glycerin tris(3-mercaptopropionate) SCCC(=O)OCC(OC(CCS)=O)COC(CCS)=O